NC1=NN(C=C1)C=1C=NC(=NC1)NC1CC2=CC=CC=C2C1 5-(3-amino-1H-pyrazol-1-yl)-N-(2,3-dihydro-1H-inden-2-yl)pyrimidin-2-amine